ClC1=C(C(=CC=C1)C=1CCN(CC1)C(C)C)NC(=O)N1CCC(CC1)(C1=CC=C(C=C1)C)C N-{2-chloro-6-[1-(propan-2-yl)-1,2,3,6-tetrahydropyridin-4-yl]phenyl}-4-methyl-4-(4-methylphenyl)Piperidine-1-carboxamide